C1(CCCC1)C=C1NC(=NC=C1C#N)NC1CCN(CC1)S(=O)(=O)C=1C=NN(C1)C 4-(cyclopentylmethylene)-2-((1-((1-methyl-1H-pyrazol-4-yl)sulfonyl)piperidin-4-yl)amino)pyrimidine-5-carbonitrile